C(C)(C)(C)OC(=O)N1S(OC[C@@H]1[C@H](C)F)(=O)=O.N(N)C1=NC=C(C(=C1)C)S(=O)(=O)N1CCCC1 2-hydrazino-4-methyl-5-(pyrrolidin-1-ylsulfonyl)pyridine tert-butyl-(4R)-4-[(1S)-1-fluoroethyl]-2,2-dioxo-1,2lambda6,3-oxathiazolidine-3-carboxylate